prenyl-olivetol C(C=C(C)C)C1=C(C=C(C=C1O)CCCCC)O